4-(N-methyl-N-(3-(2-(2-ethylimidazol-1-yl)-acetylamino)-4-methoxyphenyl)-amino)coumarin CN(C1=CC(=C(C=C1)OC)NC(CN1C(=NC=C1)CC)=O)C1=CC(OC2=CC=CC=C12)=O